2'-chloro-6',7'-dihydrospiro[cyclopentane-1,5'-pyrrolo[3,4-b]pyridine] ClC1=CC=C2C(=N1)CNC21CCCC1